bis(dodecylthio)dimethylstannane C(CCCCCCCCCCC)S[Sn](C)(C)SCCCCCCCCCCCC